(S)-N-(pyrrolidin-3-yl)quinolin-4-amine N1C[C@H](CC1)NC1=CC=NC2=CC=CC=C12